(3S,3'R)-1'-(6-Amino-5-fluoropyrimidin-4-yl)-3-(3-chloro-5-(trifluoromethyl)phenylamino)-1,3'-bipiperidin-2-one NC1=C(C(=NC=N1)N1C[C@@H](CCC1)N1C([C@H](CCC1)NC1=CC(=CC(=C1)C(F)(F)F)Cl)=O)F